1-{3-[(1R)-1-aminoethyl]phenyl}-1,1-difluoro-2-methylpropan-2-ol N[C@H](C)C=1C=C(C=CC1)C(C(C)(O)C)(F)F